5-methyl-2-(4-methylpiperazin-1-yl)-N-[(1R)-1-(naphthalen-1-yl)ethyl]pyrimidine-4-carboxamide hydrochloride Cl.CC=1C(=NC(=NC1)N1CCN(CC1)C)C(=O)N[C@H](C)C1=CC=CC2=CC=CC=C12